methyl 5-bromo-1-(2,2,2-trifluoroethyl)indole-6-carboxylate BrC=1C=C2C=CN(C2=CC1C(=O)OC)CC(F)(F)F